(4-oxo-1,4-dihydropyrimidin-2-yl)benzamide O=C1N=C(NC=C1)C1=C(C(=O)N)C=CC=C1